2-methyl-7,8-dihydro-1,6-naphthyridin-5(6H)-one CC1=NC=2CCNC(C2C=C1)=O